FC1=C(C=CC=C1)C1=CCC2(OCCO2)CC1 8-(2-fluorophenyl)-1,4-dioxaspiro[4.5]dec-7-ene